amyl-C-butylphenyl-methylpropanal C(CCCC)CC(C=O)(CCCCC)C1=CC=CC=C1